5-((6-chloro-5-(4'-((3-((((2S,3R,4R,5R)-2,3,4,5,6-pentahydroxyhexyl)amino)methyl)azetidin-1-yl)methyl)-[1,1'-biphenyl]-4-yl)-1H-imidazo[4,5-b]pyridin-2-yl)oxy)-2-methylbenzoic acid ClC=1C=C2C(=NC1C1=CC=C(C=C1)C1=CC=C(C=C1)CN1CC(C1)CNC[C@@H]([C@H]([C@@H]([C@@H](CO)O)O)O)O)N=C(N2)OC=2C=CC(=C(C(=O)O)C2)C